N1[C@@H](CC[C@@H]1C(=O)OCC)C(=O)OCC diethyl (2S,5R)-pyrrolidine-2,5-dicarboxylate